6-bromo-7-fluoro-2-methyl-10-oxo-4-oxa-1-azatricyclo[7.3.1.05,13]trideca-5(13),6,8,11-tetraene-11-carboxylic acid BrC=1C=2OCC(N3C=C(C(C(=CC1F)C32)=O)C(=O)O)C